C(\C=C\C(=O)O)(=O)O.C(\C=C\C(=O)O)(=O)O.C(\C=C\C(=O)O)(=O)O.CC1=NC(=NC(=C1)C)NS(=O)(=O)C1=CC=C(C=C1)N1C(=CC=2C[C@@H](CCC12)N1CCN(CC1)C)C1=CC(=C(C=C1)OC)C |r| (+-)-N-(4,6-dimethylpyrimidin-2-yl)-4-[2-(4-methoxy-3-methylphenyl)-5-(4-methylpiperazin-1-yl)-4,5,6,7-tetrahydro-1H-indol-1-yl]benzenesulfonamide fumarate (difumarate)